OC(C(=O)O)C(C=O)O 2,3-dihydroxy-4-oxobutanoic acid